C(CC)OC(=O)C1=COC2=C1C=C(C=C2)OC2=C(C=NC=C2)C(=O)N2CCN(C1=CC=CC=C21)C2CC2 5-((3-(4-cyclopropyl-1,2,3,4-tetrahydroquinoxaline-1-carbonyl)pyridin-4-yl)oxy)benzofuran-3-carboxylic acid propyl ester